(R)-3-((1R,3R)-1-(3-(2-((tert-butoxycarbonyl)(3-fluoropropyl)amino)ethoxy)-6-fluoro-2-methylphenyl)-3-methyl-1,3,4,9-tetrahydro-2H-pyrido[3,4-b]indol-2-yl)-2-methylpropanoic acid C(C)(C)(C)OC(=O)N(CCOC=1C(=C(C(=CC1)F)[C@H]1N([C@@H](CC2=C1NC1=CC=CC=C21)C)C[C@H](C(=O)O)C)C)CCCF